(fluorosulfonyl)(trifluoromethylsulfonyl)amine FS(=O)(=O)NS(=O)(=O)C(F)(F)F